C(CCCCCCCCCCCCCCCCCCCCCCCCCCCCC)(=O)OCCCCCCCCCCCCCCCC(C)C isostearyl triacontanoate